3-{4-[(2-chloro-1-methyl-1H-imidazol-5-yl)methyl]phenyl}-5-(trifluoromethyl)-4,5-dihydro-1,2-oxazol-5-ol ClC=1N(C(=CN1)CC1=CC=C(C=C1)C1=NOC(C1)(O)C(F)(F)F)C